C(CCOC=1C=C2CN(CC2=CC1OC)C(CCC(=O)O)=O)OC=1C=C2CN(CC2=CC1OC)C(CCC(=O)O)=O 4,4'-((propane-1,3-diylbis(oxy))bis(6-methoxyisoindoline-5,2-diyl))bis(4-oxobutanoic acid)